Nickel Aluminium [Al].[Ni]